6-(8-((4-(Difluoromethoxy)phenyl)sulfonyl)-8-azabicyclo[3.2.1]octan-3-yl)-2-oxa-6-azaspiro[3.4]octane FC(OC1=CC=C(C=C1)S(=O)(=O)N1C2CC(CC1CC2)N2CC1(COC1)CC2)F